((3S,4S)-3-methyl-8-(5-methyl-4-oxo-4,5-dihydro-1H-pyrazolo[3,4-d]pyrimidin-6-yl)-2-oxa-8-azaspiro[4.5]decan-4-yl)carbamic acid tert-butyl ester C(C)(C)(C)OC(N[C@@H]1[C@@H](OCC12CCN(CC2)C=2N(C(C1=C(N2)NN=C1)=O)C)C)=O